N-(2-fluoro-4-(4,4,5,5-tetramethyl-1,3,2-dioxaborolan-2-yl)benzyl)-5-phenyl-1,3,4-oxadiazol-2-amine FC1=C(CNC=2OC(=NN2)C2=CC=CC=C2)C=CC(=C1)B1OC(C(O1)(C)C)(C)C